C1(CC1)C1CC2CCC(N2C1)=O 2-cyclopropyl-5-oxotetrahydro-1H-pyrrolizine